N,N-diisooctyl-diglycolamide C(CCCCC(C)C)N(C(COCC(=O)N)=O)CCCCCC(C)C